methyl rac-(4R)-2-methyl-4-tetrahydropyran-2-yloxy-pyrrolidine-1,2-dicarboxylate CC1(N(C[C@@H](C1)OC1OCCCC1)C(=O)OC)C(=O)[O-] |r|